CS(=O)(=O)OCC1CCN(CC1)C=1C=C2CN(C(C2=CC1)=O)C1C(NC(CC1)=O)=O (1-(2-(2,6-dioxopiperidin-3-yl)-1-oxoisoindolin-5-yl)piperidin-4-yl)methyl methanesulfonate